rac-(1S*,2S*)-2-(5-chloro-2-cyanophenyl)-N-(6-(((6-cyclopropyl-[1,2,4]triazolo[1,5-a]pyridin-2-yl)methyl)amino)pyrimidin-4-yl)cyclopropane-1-carboxamide ClC=1C=CC(=C(C1)[C@@H]1[C@H](C1)C(=O)NC1=NC=NC(=C1)NCC1=NN2C(C=CC(=C2)C2CC2)=N1)C#N |r|